5-(3-chloropiperazin-1-yl)-8-hydroxy-2,3-dihydro-1,4-benzodioxine ClC1CN(CCN1)C1=CC=C(C=2OCCOC21)O